C=C1NCCC1 2-methylene-tetrahydro-1H-pyrrole